1-(8-cyano-quinoxalin-5-yl)-5-methyl-piperidine-3-carboxylic acid (1-methyl-piperidin-4-ylmethyl)-amide CN1CCC(CC1)CNC(=O)C1CN(CC(C1)C)C1=C2N=CC=NC2=C(C=C1)C#N